cyclopropyl-[(1R,5S)-3-(2-{[1-(2-hydroxyethyl)-1H-pyrazol-4-yl]amino}pyrimidin-4-yl)-3,8-diazabicyclo[3.2.1]oct-8-yl]methanone C1(CC1)C(=O)N1[C@H]2CN(C[C@@H]1CC2)C2=NC(=NC=C2)NC=2C=NN(C2)CCO